C(C=C)(=O)OCC1OC(OC1)C 4-acryloyloxymethyl-2-methyl-1,3-dioxolane